C(CCCCNC(C=C)=O)NC(C=C)=O N,N'-pentylenebisacrylamide